NCCCNC(=O)C1=NC2=CC=CC=C2C=C1NC1=C(C=CC=C1)Br N-(3-aminopropyl)-3-((2-bromophenyl)amino)quinoline-2-carboxamide